COCC=1NC2=CC(=C(C=C2C1)C)C(=O)O 2-(Methoxymethyl)-5-methyl-1H-indole-6-carboxylic acid